C=1(C(=CC(C=CC)=CC1)C(=O)O)OC anetholic acid